1-methyldimethoxysilyl-2-(4-methylpiperazin-1-yl)(methyldimethoxysilylpropylamino)methylsilyl-ethylene C[Si](C(=CN1CCN(CC1)C)[SiH2]CNCCC[Si](OC)(OC)C)(OC)OC